FC(OC=1C(=C(C(=CC1)F)CO)F)F [3-(Difluoromethoxy)-2,6-difluorophenyl]methanol